C(C)OC(C(C1=C(C(=CC(=C1)C(C)(C)O)F)OC)Br)=O.CC=1N=CC2=C(CC=CC=3C2=CC=2C=NN(C2C3)C(C)=O)N1 1-(3-methylpyrimidino[4',5':6,7]cyclohepta[1,2-f]indazol-9(5H)-yl)ethan-1-one ethyl-2-bromo-2-(3-fluoro-5-(2-hydroxypropan-2-yl)-2-methoxyphenyl)acetate